C(C)(=O)C(C(=O)O)CCCC 2-acetyl-hexanoic acid